5-(2-methyl-1-(tetrahydro-2H-pyran-4-yl)-1H-imidazo[4,5-b]pyridin-6-yl)-N-(3,3,3-trifluoro-2,2-dimethylpropyl)pyrrolo[2,1-f][1,2,4]triazin-2-amine CC=1N(C=2C(=NC=C(C2)C=2C=CN3N=C(N=CC32)NCC(C(F)(F)F)(C)C)N1)C1CCOCC1